tert-butyl 4-(2-bromo-9-(hydroxymethyl)-7-methyl-5-oxo-5,7,8,9-tetrahydropyrrolo[1,2-c][1,2,4]triazolo[1,5-a]pyrimidin-6-yl)piperazine-1-carboxylate BrC1=NN2C(N3C(=C(C2=O)N2CCN(CC2)C(=O)OC(C)(C)C)C(CC3CO)C)=N1